C(C(=C)C)(=O)OCCOC(CC(C(=O)O)S(=O)(=O)O)=O 4-(2-(methacryloyloxy)ethoxy)-4-oxo-2-sulfobutyric acid